C(#N)C=1C(OC(C1C)(C(F)(F)F)C1=CC=CC=C1)=C(C#N)C#N 2-[3-cyano-4-methyl-5-phenyl-5-(trifluoromethyl)furan-2(5H)-ylidene]malononitrile